C=CC=C(C)C isohexeneene